1H-imidazole-3-ium N1C=[NH+]C=C1